4-(tert-butoxycarbonyl)-4-azabicyclo[6.1.0]nonane-1-carboxylic acid C(C)(C)(C)OC(=O)N1CCC2(CC2CCC1)C(=O)O